behenyl-tetrahydronaphthalene C(CCCCCCCCCCCCCCCCCCCCC)C1CCCC2=CC=CC=C12